methyl 4-((4-chlorophenyl) sulfonamido)-3-((1S,4S)-4-methoxycyclohexyl)-1-methyl-1H-pyrazole-5-carboxylate ClC1=CC=C(C=C1)S(=O)(=O)NC=1C(=NN(C1C(=O)OC)C)C1CCC(CC1)OC